Methyl-hydroxybenzimidothioate CC=1C(=C(C(=N)[S-])C=CC1)O